Cl.COC([C@@H](NC(=O)OC(C)(C)C)CCCCN)=O tert-butyloxycarbonyl-L-lysine methyl ester hydrochloride